methyl sulfurochloridate S(OC)(=O)(=O)Cl